C[N+]1=C(SC2=C1C=CC=C2)C dimethylbenzo[d]thiazol-3-ium